FC=1C(=CC=C2C(=NC(=NC12)OC[C@H]1N(CCC1)C)N1CCN(CC1)C(=O)OC(C)(C)C)C1=CC(=CC2=CC=CC=C12)OCOC tert-butyl (S)-4-(8-fluoro-7-(3-(methoxymethoxy)naphthalen-1-yl)-2-((1-methylpyrrolidin-2-yl)methoxy)quinazolin-4-yl)piperazine-1-carboxylate